NC12CC(C1)(C2)C2=C1C(=NC=3C=C4C(=CC23)OCO4)C4=CC2=C(C(N4C1)=O)COC([C@]2(O)CC)=O (7S)-14-(3-Aminobicyclo[1.1.1]pentan-1-yl)-7-ethyl-7-hydroxy-2H,10H-[1,3]dioxolo[4,5-g]pyrano[3',4':6,7]indolizino[1,2-b]quinoline-8,11(7H,13H)-dione